pyrano[4,3-b]pyridine-2,7-dione N1C=2C(C=CC1=O)=COC(C2)=O